[K].C(CCCCCCCCCCC)[Si](OC)(OC)OC Dodecyl-(trimethoxy)Silane Potassium